NC1=NC(=NC=C1)N1CC(C(CC1)O)(C)F 1-(4-aminopyrimidin-2-yl)-3-fluoro-3-methylpiperidin-4-ol